N-[9-[(2R,6S)-6-[[bis(4-methoxyphenyl)-phenyl-methoxy]methyl]-4-cyclohexyl-6-(triisopropylsilyloxymethyl)morpholin-2-yl]purin-6-yl]benzamide COC1=CC=C(C=C1)C(OC[C@]1(O[C@H](CN(C1)C1CCCCC1)N1C2=NC=NC(=C2N=C1)NC(C1=CC=CC=C1)=O)CO[Si](C(C)C)(C(C)C)C(C)C)(C1=CC=CC=C1)C1=CC=C(C=C1)OC